BrC1=C(C(=C2N(C(CN(S2(=O)=O)C)C(=O)OC)C1=O)C1=CC(=CC=C1)C(F)(F)F)CC1=CC=CC2=CC=CC=C12 methyl 7-bromo-2-methyl-8-(naphthalen-1-ylmethyl)-6-oxo-9-(3-(trifluoromethyl)phenyl)-3,4-dihydro-2H,6H-pyrido[1,2-e][1,2,5]thiadiazine-4-carboxylate-1,1-dioxide